NC1=C(C2=C(S1)C(=CC=C2C2=C(C=C1C(=NC(=NC1=C2F)OC[C@]21CCCN1C[C@@H](C2)F)N2C[C@H](CCCC2)C#N)Cl)F)C#N (3S)-1-(7-(2-amino-3-cyano-7-fluorobenzo[b]thiophen-4-yl)-6-chloro-8-fluoro-2-(((2R,7aS)-2-fluorotetrahydro-1H-pyrrolizin-7a(5H)-yl)methoxy)quinazolin-4-yl)azepane-3-carbonitrile